FC=1C(=NC=CC1)N1N=CC(=C1C(F)(F)F)C(=O)N 1-(3-Fluoropyridin-2-yl)-5-(trifluoromethyl)-1H-pyrazole-4-carboxamide